tert-butyl 5-hydroxy-3-aza-bicyclo[4.1.0]heptane-3-carboxylate OC1CN(CC2CC12)C(=O)OC(C)(C)C